CNCCOC1=CC=C(C=C1)C(=O)C1=CC=C(C=C1)O [4-[2-(methylamino)-ethoxy]phenyl](4-hydroxyphenyl)methanone